(3R)-1-[3-acetyl-6-[5-[(6-methylpyridazin-3-yl)amino]benzimidazol-1-yl]-2-pyridinyl]pyrrolidine-3-carbonitrile C(C)(=O)C=1C(=NC(=CC1)N1C=NC2=C1C=CC(=C2)NC=2N=NC(=CC2)C)N2C[C@@H](CC2)C#N